Ethyl (S)-2-(3-chloro-4-((3-(4-methoxy-3-(pentyloxy)phenyl)-6-methyl-2-oxotetrahydropyrimidin-1(2H)-yl)methyl)-1H-pyrrolo[2,3-b]pyridin-1-yl)acetate ClC1=CN(C2=NC=CC(=C21)CN2C(N(CC[C@@H]2C)C2=CC(=C(C=C2)OC)OCCCCC)=O)CC(=O)OCC